C(C)(C)(C)C=1C=C(C=C(C1)COC1=C(C#N)C=CC=C1F)COC1=C(C#N)C=CC=C1F (((5-(tert-butyl)-1,3-phenylene)bis(methylene))bis(oxy))bis(3-fluorobenzonitrile)